BrC=1N=C(N(N1)C1OCCCC1)C(C[C@H](C1=CC(=C(C=C1)F)F)O[Si](C)(C)C(C)(C)C)=O (3R)-1-(5-bromo-2-tetrahydropyran-2-yl-1,2,4-triazol-3-yl)-3-[tert-butyl(dimethyl)silyl]oxy-3-(3,4-difluorophenyl)propan-1-one